6-[3-chloro-2-fluoro-4-(2-oxobutoxy)phenyl]-5-methyl-4,5-dihydro-2H-pyridazin-3-one ClC=1C(=C(C=CC1OCC(CC)=O)C=1C(CC(NN1)=O)C)F